FC(CCC(C(=O)OC)CO)(C)F methyl 5,5-difluoro-2-(hydroxymethyl)hexanoate